(R)-3-isopropyl-5-(4-(1-((6-(6-(methylsulfonyl)pyridin-3-yl)imidazo[2,1-b][1,3,4]thiadiazol-2-yl)oxy)ethyl)piperidin-1-yl)-1,2,4-oxadiazol C(C)(C)C1=NOC(=N1)N1CCC(CC1)[C@@H](C)OC1=NN2C(S1)=NC(=C2)C=2C=NC(=CC2)S(=O)(=O)C